5-((4-(3,4-dichlorophenyl)piperazin-1-yl)methyl)-2-(2,6-dioxopiperidin-3-yl)isoindoline-1,3-dione ClC=1C=C(C=CC1Cl)N1CCN(CC1)CC=1C=C2C(N(C(C2=CC1)=O)C1C(NC(CC1)=O)=O)=O